C(C)(C)(C)C=1C(C2=CC3=CC(=CC=C3C2=CC1)C(C)(C)C)=O 2,7-di-t-butyl-fluorenone